(S)-6-(4-chlorobenzyl)-9-isopropyl-2-phenyl-2,6,9-triazaspiro[4.5]decane-7,10-dione ClC1=CC=C(CN2[C@]3(CCN(C3)C3=CC=CC=C3)C(N(CC2=O)C(C)C)=O)C=C1